2-Chloro-1H-benzimidazol-5-amine ClC1=NC2=C(N1)C=CC(=C2)N